FC1CC(N(C1)C(C(C)(C)O)=O)C(=O)NC(C1=CC=CC=C1)C1=CC(=C(C=C1)C(C)C)F 4-fluoro-N-{[3-fluoro-4-(propan-2-yl)phenyl](phenyl)methyl}-1-(2-hydroxy-2-methylpropanoyl)pyrrolidine-2-carboxamide